C(CCCCCCCC=CC=CC=CCCCC)=O eleostearaldehyde